2-fluoro-5-((6-fluoro-4-(methylsulfinyl)-1-tosyl-1H-indol-5-yl)oxy)benzonitrile FC1=C(C#N)C=C(C=C1)OC=1C(=C2C=CN(C2=CC1F)S(=O)(=O)C1=CC=C(C)C=C1)S(=O)C